C(C)(C)(C)NS(=O)(=O)C1=C2C=CC=C(C2=CC=C1)NC([C@H](CC1CCOCC1)NC(OC(C)(C)C)=O)=O tert-butyl (S)-(1-((5-(N-(tert-butyl)sulfamoyl) naphthalen-1-yl)amino)-1-oxo-3-(tetrahydro-2H-pyran-4-yl)propan-2-yl)carbamate